NC=1C(=NC(=C(C1)F)OCCC1=CC=C(C=C1)C(F)(F)F)NC(C)=O N-(3-amino-6-(4-trifluoromethylphenethyloxy)-5-fluoropyridin-2-yl)acetamide